C(C)(C)N(CC(=O)C1=CN(C2=C1C(=NC=C2)OC)COCC[Si](C)(C)C)C(C)C 2-(diisopropylamino)-1-(4-methoxy-1-((2-(trimethylsilyl)ethoxy)methyl)-1H-pyrrolo[3,2-c]pyridin-3-yl)ethan-1-one